CN1C=NC2=C3C(=NC=C21)NC=C3C(=O)NC(C)C 3-methyl-N-(propan-2-yl)-3,6-dihydroimidazo[4,5-d]pyrrolo[2,3-b]pyridine-8-carboxamide